3-amino-N-(4-methoxyphenyl)propanamide NCCC(=O)NC1=CC=C(C=C1)OC